COC=1C=C(C=C2C(CN(C(C12)=O)CC1=CC=C(C=C1)OC)C)B1OC(C(O1)(C)C)(C)C 8-methoxy-2-[(4-methoxyphenyl)methyl]-4-methyl-6-(4,4,5,5-tetramethyl-1,3,2-dioxaborolan-2-yl)-3,4-dihydroisoquinolin-1-one